FCC(=O)OCCC(C)C isopentyl fluoroacetate